Methyl 3-(4-chlorophenyl)-3-(2-methoxymethoxy-5-methylphenyl)-acrylate ClC1=CC=C(C=C1)C(=CC(=O)OC)C1=C(C=CC(=C1)C)OCOC